NC=1SC(=CN1)CNC(C(=O)C1=C(C(=C2CCCCN12)C(=O)NC1=CC(=C(C=C1)F)Cl)C)=O 3-(2-(((2-aminothiazol-5-yl)methyl)amino)-2-oxoacetyl)-N-(3-chloro-4-fluorophenyl)-2-methyl-5,6,7,8-tetrahydroindolizine-1-carboxamide